NCC1(CC(C1)(F)F)C(=O)NC=1C=CC(=NC1C)C=1N=NN(C1NC(O[C@H](C)C=1C(=NC=C(C1)F)F)=O)C (R)-1-(2,5-difluoropyridin-3-yl)ethyl (4-(5-(1-(aminomethyl)-3,3-difluorocyclobutane-1-carboxamido)-6-methylpyridin-2-yl)-1-methyl-1H-1,2,3-triazol-5-yl)carbamate